N-(4,4-dimethoxy-3,5-dimethylcyclohex-2,5-dien-1-ylidene)-4-methylbenzenesulfonamide COC1(C(=CC(C=C1C)=NS(=O)(=O)C1=CC=C(C=C1)C)C)OC